NC1=NN(C2=NC(=CN=C21)C2CC2)[C@H]2C[C@H](C2)O cis-3-(3-amino-6-cyclopropyl-1H-pyrazolo[3,4-b]pyrazin-1-yl)cyclobutan-1-ol